sodium bicarbamate C(NNC(=O)[O-])(=O)[O-].[Na+].[Na+]